N1(CCCCC1)C(=O)C=1C=NN2C1C=CC=C2NC=2C(NC=CC2)=O 3-((3-(piperidine-1-carbonyl)pyrazolo[1,5-a]pyridin-7-yl)amino)pyridin-2(1H)-one